Methyl (S)-1-(4-(3,4-dimethylpiperazin-1-yl)-3-nitrophenyl)-1H-1,2,3-triazole-4-carboxylate C[C@H]1CN(CCN1C)C1=C(C=C(C=C1)N1N=NC(=C1)C(=O)OC)[N+](=O)[O-]